ClC=1C=C2C(=NC1)CC1(CCNCC1)C2=O 3-chloro-5-oxo-spiro[7H-cyclopenta[b]pyridine-6,4'-piperidine]